N1=CC=C(C=C1)C1=CC(=NO1)CO (5-(pyridin-4-yl)isoxazol-3-yl)methanol